C(C)(C)(C)OC(=O)N1CCN(CC1)C=1C=NN2C1N=CC(=C2)C=2C=NN(C2)C 4-[6-(1-Methyl-1H-pyrazol-4-yl)pyrazolo[1,5-a]pyrimidin-3-yl]piperazine-1-carboxylic acid tert-butyl ester